N-(2-(6-ethoxypyridin-2-yl)-1-(2-methoxy-6-(trifluoromethyl)phenyl)-1H-imidazo[4,5-b]pyrazin-6-yl)methanesulfonamide C(C)OC1=CC=CC(=N1)C1=NC=2C(=NC(=CN2)NS(=O)(=O)C)N1C1=C(C=CC=C1C(F)(F)F)OC